5-(((4aR,6R,7R,8aR)-8-(4-(2,3-difluoro-4-methylphenyl)-1H-1,2,3-triazol-1-yl)-7-methoxy-2,2-dimethylhexahydropyrano[3,2-d][1,3]dioxin-6-yl)methyl)-3-((RS)-1-phenylethyl)isoxazole FC1=C(C=CC(=C1F)C)C=1N=NN(C1)C1[C@H]([C@H](O[C@H]2[C@@H]1OC(OC2)(C)C)CC2=CC(=NO2)[C@H](C)C2=CC=CC=C2)OC |&1:32|